tert-butyl-[(2,2-dimethylpent-4-en-1-yl)oxy]dimethylsilane C(C)(C)(C)[Si](C)(C)OCC(CC=C)(C)C